3-((4-(1-(5-Chloro-2-fluoro-4-iodophenyl)piperidin-4-yl)-5-fluoro-2-methoxyphenyl)amino)piperidine-2,6-dione ClC=1C(=CC(=C(C1)N1CCC(CC1)C1=CC(=C(C=C1F)NC1C(NC(CC1)=O)=O)OC)F)I